4-mercapto-2-butanone SCCC(C)=O